3-(2-amino-[1,2,4]triazolo[1,5-a]pyridin-7-yl)-2-fluoro-6-methylbenzoic acid NC1=NN2C(C=C(C=C2)C=2C(=C(C(=O)O)C(=CC2)C)F)=N1